2-{[(3,5-dimethylimidazol-4-yl)methyl]sulfanyl}-3H,5H,6H,7H-cyclopenta[d]pyrimidin-4-one trifluoroacetate salt FC(C(=O)O)(F)F.CN1C=NC(=C1CSC=1NC(C2=C(N1)CCC2)=O)C